tert-butyl (S)-7-methyl-1,4-dioxa-8-azaspiro[4.5]decane-8-carboxylate C[C@H]1CC2(OCCO2)CCN1C(=O)OC(C)(C)C